Cl.F/C=C(\CN)/COC1=CC=C(C=C1)C1=NN=NN1C (E)-3-fluoro-2-[[4-(1-methyltetrazol-5-yl)phenoxy]methyl]prop-2-en-1-amine hydrochloride